CC1=C(C(=CC=C1)C)C1=NC=2NS(C=3C=CC=C(C(N([C@@H](COC(=C1)N2)CC(C)C)C=2C=NN(C2)C)=O)C3)(=O)=O (11R)-6-(2,6-dimethylphenyl)-11-isobutyl-12-(1-methylpyrazol-4-yl)-2,2-dioxo-9-oxa-2λ6-thia-3,5,12,19-tetrazatricyclo[12.3.1.14,8]nonadeca-1(18),4(19),5,7,14,16-hexaen-13-one